C1(=C(C=CC=C1)CC(C)(C1=CC=CC=C1)[I+]I)C tolylcumyliodoiodonium